CC1(C=[NH+]C2=CC=CC=C12)C 3,3-dimethyl-3H-indolium